N1=CC=C(C=C1)C(C)C=1N=C(N(C1)COCC[Si](C)(C)C)C=O 4-(1-(pyridin-4-yl)ethyl)-1-((2-(trimethylsilyl)ethoxy)methyl)-1H-imidazole-2-carbaldehyde